ClC1=C(C=C(C=2CCOC21)C2O[C@@H]([C@H]([C@@H]([C@H]2O)O)O)CO)CC2=CC=C(C=C2)C2CC2 (3R,4R,5S,6R)-2-(7-chloro-6-(4-cyclopropylbenzyl)-2,3-dihydrobenzofuran-4-yl)-6-(hydroxymethyl)tetrahydro-2H-pyran-3,4,5-triol